4-fluoro-1-(tetrahydro-2H-pyran-2-yl)-5-(4,4,5,5-tetramethyl-1,3,2-dioxaborolan-2-yl)-1H-indazole FC1=C2C=NN(C2=CC=C1B1OC(C(O1)(C)C)(C)C)C1OCCCC1